tetra-aminozinc phosphate P(=O)(O)(O)O.N[Zn](N)(N)N